trimethoxyscandium CO[Sc](OC)OC